C=C=C=C=C=CCC octapentene